(3R,4R)-3-[(1R)-1-[4-[[4-(3-fluoroazetidin-1-yl)-6-methyl-2-pyridinyl]oxymethyl]phenyl]ethyl]-3,4-dimethyl-pyrrolidin-2-one FC1CN(C1)C1=CC(=NC(=C1)C)OCC1=CC=C(C=C1)[C@@H](C)[C@]1(C(NC[C@@H]1C)=O)C